N-{4-[(3-{3-cyano-4-[(propan-2-yl)oxy]phenyl}-1-{[2-(trimethylsilyl)ethoxy]methyl}-1H-pyrrolo[2,3-b]pyridin-4-yl)oxy]-3-(trifluoromethyl)phenyl}-N'-[(3-fluorooxetan-3-yl)methyl]urea C(#N)C=1C=C(C=CC1OC(C)C)C1=CN(C2=NC=CC(=C21)OC2=C(C=C(C=C2)NC(=O)NCC2(COC2)F)C(F)(F)F)COCC[Si](C)(C)C